FC=1C=C(C=CC1F)C1C(C1)C1(CCC(CC1)N)N 1-(2-(3,4-difluorophenyl)cyclopropyl)cyclohexane-1,4-diamine